1-tetradecene oxide C1C(CCCCCCCCCCCC)O1